C(CCCCCCCC)N(CCCCCCCCC)CC(=O)OCCCCCCCC 1-octyl N,N-dinonylaminoacetate